[Sn].[Co].[Ni] nickel-cobalt-tin